CN1[C@H](CCC1)C(=O)O (R)-1-methylpyrrolidine-2-carboxylic acid